3-methyl-2,2-dichloropentane CC(C(C)(Cl)Cl)CC